Tert-Butyl (1-(7-bromo-6-(4-cyano-3-fluorophenyl)-3-oxo-2,3-dihydro-1H-pyrrolo[3,4-c]pyrid-4-yl)piperid-4-yl)carbamate BrC=1C2=C(C(=NC1C1=CC(=C(C=C1)C#N)F)N1CCC(CC1)NC(OC(C)(C)C)=O)C(NC2)=O